C(C1=CC=CC=C1)OCCOCCOCCOCCOCC(COCCCCCCCC(=O)OC(CCCCCC)CCCC)OCCCCCCCC(=O)OC(CCCCCC)CCCC 1-butylheptyl 8-[3-[2-[2-[2-(2-benzyloxyethoxy)ethoxy]ethoxy] ethoxy]-2-[8-(1-butylheptoxy)-8-oxo-octoxy]propoxy]octanoate